N-((1S,3R)-3-(4-(chloromethyl)pyrimidin-2-yl)-3-((6-fluoro-2'-hydroxy-[1,1'-biphenyl]-3-yl)methyl)cyclopentyl)methanesulfonamide ClCC1=NC(=NC=C1)[C@@]1(C[C@H](CC1)NS(=O)(=O)C)CC=1C=C(C(=CC1)F)C1=C(C=CC=C1)O